ClC=1C=C(C=CC1)N[C@@H](CC(C)C)C(=O)N1[C@H]2CC([C@@H]([C@H]1C(=O)N[C@@H](C[C@H]1C(NCCC1)=O)C#N)CC2)(F)F (1R,3S,4R)-2-((3-chlorophenyl)-L-leucyl)-N-((S)-1-cyano-2-((S)-2-oxopiperidin-3-yl)ethyl)-5,5-difluoro-2-azabicyclo[2.2.2]octane-3-carboxamide